ClC=1C=C(C2=C(C=C(O2)CNC(=O)C=2C=NN3C2N=CC=C3)C1)C(=O)OCCN1CCN(CC1)C 2-(4-Methylpiperazin-1-yl)ethyl 5-chloro-2-((pyrazolo[1,5-a]pyrimidine-3-carboxamido)methyl)benzofuran-7-carboxylate